t-butyl [3-(3,5-dimethoxybenzamido)-4-fluorophenyl]carbamate COC=1C=C(C(=O)NC=2C=C(C=CC2F)NC(OC(C)(C)C)=O)C=C(C1)OC